C1=CC=CC=2C3=CC=CC=C3C(C12)COC(=O)NCC(C(=O)O)(C)C 3-(9H-fluoren-9-ylmethoxy-carbonylamino)-2,2-dimethyl-propanoic acid